CS(=O)(=O)C=1C(=NC=CC1)NC1=C(N=NC(=C1)NC1=NN(N=C1)C)C(=O)NC([2H])([2H])[2H] 4-[(3-methanesulfonylpyridin-2-yl)amino]-N-(2H3)methyl-6-[(2-methyl-2H-1,2,3-triazol-4-yl)amino]pyridazine-3-carboxamide